N1=CC=C(C=C1)CCCC1=CC=NC=C1 1,3-di(4-pyridyl)propane